CC1(CCN(CC1)C=1OC2=C(C=C(C=C2C(C1)=O)C)C(C)NC1=C(C#N)C=CC=C1)C 2-((1-(2-(4,4-dimethylpiperidin-1-yl)-6-methyl-4-oxo-4H-chromen-8-yl)ethyl)amino)benzonitrile